C[C@H]1C[C@H](CN(C1)C1=C2C=CC=NC2=C(C=C1)C(F)(F)F)N (3R,5s)-5-methyl-1-[8-(trifluoromethyl)-5-quinolyl]piperidin-3-amine